C(#N)/C(=C/C1=CC2=CC=C(C=C2C=C1)N1CCCCC1)/S(=O)(=O)NCC(CO)O (Z)-1-cyano-N-(2,3-dihydroxypropyl)-2-(6-(piperidin-1-yl)naphthalen-2-yl)ethenesulfonamide